N-(1,1-dioxido-2,3-dihydrothiophen-3-yl)-2-oxo-6-(piperidin-1-yl)-1,2-dihydropyridine-3-carboxamide O=S1(CC(C=C1)NC(=O)C=1C(NC(=CC1)N1CCCCC1)=O)=O